NC1=CC(=C(C(=N1)C1=C(C=C2C(=NC=NC2=C1)N1[C@H](CN(C[C@@H]1C)C(C=C)=O)C)Cl)C(F)(F)F)C 1-[(3S,5S)-4-[7-[6-amino-4-methyl-3-(trifluoromethyl)-2-pyridyl]-6-chloro-quinazolin-4-yl]-3,5-dimethyl-piperazin-1-yl]prop-2-en-1-one